COC(=O)C1=NC(=C(C=C1)[N+](=O)[O-])Cl 6-chloro-5-nitro-2-pyridinecarboxylic acid methyl ester